methyl 5,5-difluoro-2-(hydroxymethyl)pentanoate FC(CCC(C(=O)OC)CO)F